3,4,5-trimethoxyphenyl-methyl-methanone hydrochloride Cl.COC=1C=C(C=C(C1OC)OC)C(=O)C